C1(CCCCC1)CNC(CC)=O N-(cyclohexylmethyl)propanamide